C(C=1C(C(=O)O)=CC=CC1)(=O)O.C(C)(C)CC(=O)C(C(C)=O)(C(C)=O)C(C)C diisopropyl-diacetylacetone phthalate